C(C)(=O)OCCN1C(CCC1)=O 2-(2-oxopyrrolidin-1-yl)ethyl acetate